N-(3-chloro-4-(oxazol-5-yl)phenyl)-2,3-dihydro-1H-indene-1-carboxamide ClC=1C=C(C=CC1C1=CN=CO1)NC(=O)C1CCC2=CC=CC=C12